1-(3-(trifluoromethyl)phenyl)-1H-pyrrole-2,5-dione FC(C=1C=C(C=CC1)N1C(C=CC1=O)=O)(F)F